ClCC(=O)NC1=C(C(=C(C=C1)C(F)(F)F)F)C 2-chloro-N-(3-fluoro-2-methyl-4-(trifluoromethyl)phenyl)acetamide